COC[C@@H](CC(C)C)NC=1NC(/C(/N1)=C/C=1C=C2C=NN(C2=CC1)C)=O (4Z)-2-[[(1R)-1-(Methoxymethyl)-3-methyl-butyl]amino]-4-[(1-methylindazol-5-yl)methylene]-1H-imidazol-5-one